1,6-bis(ethyl) hexanedioate (diethyl adipate) C(C)C(C(=O)O)(CCCC(=O)O)CC.C(CCCCC(=O)OCC)(=O)OCC